FC(CN1N=CC(=C1)NC1=NC(=NC=C1)C1=CC=C(C=C1)N1C(NCC1)=O)(F)F 1-(4-(4-((1-(2,2,2-trifluoroethyl)-1H-pyrazol-4-yl)amino)pyrimidin-2-yl)phenyl)imidazolidin-2-one